CN1C(N(CCC1)C)=O 1,3-dimethyl-1,3-diazacyclohexan-2-one